BrC1=CC(=C(C=C1)C#CC(=O)OC)CCO[Si](C)(C)C(C)(C)C methyl 3-(4-bromo-2-(2-((tert-butyldimethylsilyl)oxy)ethyl)phenyl)-propiolate